CN1C(=NN=C1)SC 4-Methyl-3-(methylthio)-4H-1,2,4-triazole